C(CCC)C1=NC(=C(C(N1C1=C(C=CC=C1OC)OC)=O)CC1=NC(=NO1)C1=CC=C(C=C1)C(F)(F)F)O 2-butyl-3-(2,6-dimethoxyphenyl)-6-hydroxy-5-({3-[4-(trifluoromethyl)phenyl]-1,2,4-oxadiazol-5-yl}methyl)-3,4-dihydropyrimidin-4-one